2,6-dibromopyridine-3-carboxylic acid BrC1=NC(=CC=C1C(=O)O)Br